CN(C/C=C/C(=O)N1CC=2N([C@@H](C1)CCO)N=C(C2C2=CC=NC=C2)C2=CC=C(C=C2)F)C |r| rac-(R,E)-4-(dimethylamino)-1-(2-(4-fluorophenyl)-7-(2-hydroxyethyl)-3-(pyridin-4-yl)-6,7-dihydropyrazolo[1,5-a]pyrazin-5(4H)-yl)but-2-en-1-one